N1C2(C(NC3=CC=CC=C13)=O)CCC2 1',4'-dihydro-3'H-spiro[cyclobutane-1,2'-quinoxalin]-3'-one